B(O)(O)O.C(C(=O)O)(=O)O.C(C(=O)O)(=O)O bis-oxalic acid borate